1H-indole-3-carbohydrazide hydrofluoride F.N1C=C(C2=CC=CC=C12)C(=O)NN